BrC=1C=C2CN(C(C2=CC1)=O)CCC#CC1=C2CN(C(C2=CC=C1)=O)C1C(NC(CC1)=O)=O 3-(4-(4-(5-bromo-1-oxoisoindolin-2-yl)but-1-yn-1-yl)-1-oxoisoindolin-2-yl)piperidine-2,6-dione